Cl.Cl.N[C@H](CNC(=O)C1=CNC2=CC=C(C=C12)C1=CC=C(C=C1)F)CCCN (S)-N-(2,5-diaminopentyl)-5-(4-fluorophenyl)-1H-indole-3-carboxamide dihydrochloride